trans-4-(((trans-4-(6-Cyano-5-methoxy-pyridin-2-yl)cyclohexyl)methyl)(4-(1-isopropyl-1H-pyrazol-4-yl)pyridin-2-yl)-carbamoyl)cyclohexyl methylcarbamate CNC(O[C@@H]1CC[C@H](CC1)C(N(C1=NC=CC(=C1)C=1C=NN(C1)C(C)C)C[C@@H]1CC[C@H](CC1)C1=NC(=C(C=C1)OC)C#N)=O)=O